2-(5-chloropyridin-2-yl)-2,2-difluoroacetic acid ClC=1C=CC(=NC1)C(C(=O)O)(F)F